3-(4-((3-chloro-2-methoxyphenyl)amino)-7-methoxyquinazolin-6-yl)-1-oxa-3,8-diazaspiro[4.5]decane-2-one ClC=1C(=C(C=CC1)NC1=NC=NC2=CC(=C(C=C12)N1C(OC2(C1)CCNCC2)=O)OC)OC